(E)-2-phenylethyl 3-(2,5-dihydroxyphenyl)acrylate OC1=C(C=C(C=C1)O)/C=C/C(=O)OCCC1=CC=CC=C1